NC=1SC(=C(C1C#N)C)C 2-amino-4,5-dimethylthiophene-3-carbonitrile